2-(1-(2-chloro-4-((2,6-dioxopiperidin-3-yl)amino)-5-methoxyphenyl)-4-hydroxypiperidin-4-yl)acetic acid ClC1=C(C=C(C(=C1)NC1C(NC(CC1)=O)=O)OC)N1CCC(CC1)(O)CC(=O)O